C12(CC3CC(CC(C1)C3)C2)NC(NCCCCCCCCCCCC(=O)O)=O 12-(3-(adamantan-1-yl)ureido)dodecanoic acid